ClC=1C(=NC(=NC1)NC1CCOCC1)C1=CC=C2CN(C(C2=C1)=O)CC(=O)NC1(CCC2=CC=CC=C12)CO 2-(6-{5-chloro-2-[(oxan-4-yl)amino]pyrimidin-4-yl}-1-oxo-2,3-dihydro-1H-isoindol-2-yl)-N-[1-(hydroxymethyl)-2,3-dihydro-1H-inden-1-yl]acetamide